4,4'-oxydibenzenesulphonohydrazide O(C1=CC=C(C=C1)S(=O)(=O)NN)C1=CC=C(C=C1)S(=O)(=O)NN